3-bromo-5-cyclopropyl-4-methyl-pyridine BrC=1C=NC=C(C1C)C1CC1